2-[(2H3)methyloxy](2H4)ethyl 4-methylbenzenesulfonate CC1=CC=C(C=C1)S(=O)(=O)OC(C(OC([2H])([2H])[2H])([2H])[2H])([2H])[2H]